[Na+].[N-]=C=S isothiocyanate Sodium